5-nitro-1-(benzenesulfonyl)-1H-pyrrolo[2,3-b]pyridine [N+](=O)([O-])C=1C=C2C(=NC1)N(C=C2)S(=O)(=O)C2=CC=CC=C2